C(C)(C)P isopropylphosphine